The molecule is a 3-hydroxy fatty acyl-CoA that results from the formal condensation of the thiol group of coenzyme A with the carboxy group of (R)-3-hydroxyicosananoic acid. It is a (R)-3-hydroxyacyl-CoA, a 3-hydroxy fatty acyl-CoA, a long-chain fatty acyl-CoA and an 11,12-saturated fatty acyl-CoA. It is a conjugate acid of a (R)-3-hydroxyicosanoyl-CoA(4-). CCCCCCCCCCCCCCCCC[C@H](CC(=O)SCCNC(=O)CCNC(=O)[C@@H](C(C)(C)COP(=O)(O)OP(=O)(O)OC[C@@H]1[C@H]([C@H]([C@@H](O1)N2C=NC3=C(N=CN=C32)N)O)OP(=O)(O)O)O)O